tert-butyl (S)-{1-[methoxy(methyl)amino]-1-oxopropan-2-yl}carbamate CON(C([C@H](C)NC(OC(C)(C)C)=O)=O)C